(2S,3S,5S)-4-[[3-(3-ethyl-4-fluoro-2-methoxy-phenyl)-5-methyl-5-(trifluoromethyl)tetrahydrofuran-2-carbonyl]amino]pyridine-2-carboxamide C(C)C=1C(=C(C=CC1F)[C@H]1[C@H](O[C@@](C1)(C(F)(F)F)C)C(=O)NC1=CC(=NC=C1)C(=O)N)OC